2-[6-(Ethylamino)-4-[2-methyl-4-(4-methyl-1,2,4-triazol-3-yl)pyrazol-3-yl]pyridin-2-yl]-6-{[(1-fluorocyclobutyl)methoxy]methyl}-4-(trifluoromethyl)-3H-isoindol-1-one C(C)NC1=CC(=CC(=N1)N1C(C2=CC(=CC(=C2C1)C(F)(F)F)COCC1(CCC1)F)=O)C=1N(N=CC1C1=NN=CN1C)C